(1S,2R)-4-[(1R)-6,8-difluoro-1,2,3,4-tetrahydronaphthalen-1-yl]-2-fluoro-7-methanesulfonyl-2,3-dihydro-1H-inden-1-ol FC=1C=C2CCC[C@@H](C2=C(C1)F)C1=C2C[C@H]([C@H](C2=C(C=C1)S(=O)(=O)C)O)F